NN1C(=NC(=C1C(=O)O)C1=CC=C(C=C1)C(NC1=NC=CC(=C1)CC)=O)[C@H]1N(CCCC1)C(=O)OC(C)(C)C (S)-1-amino-2-(1-(tert-butoxycarbonyl)piperidin-2-yl)-4-(4-((4-ethylpyridin-2-yl)carbamoyl)phenyl)-1H-imidazole-5-carboxylic acid